trans-Isopentyl 4-((3-(1-cyclopropyl-1H-pyrazol-4-yl)phenyl)((trans-4-(4-methoxy-3-methylphenyl)cyclohexyl)methyl)carbamoyl)cyclohexanecarboxylate C1(CC1)N1N=CC(=C1)C=1C=C(C=CC1)N(C(=O)[C@@H]1CC[C@H](CC1)C(=O)OCCC(C)C)C[C@@H]1CC[C@H](CC1)C1=CC(=C(C=C1)OC)C